4-[2-fluoro-4-(2-methylsulfanyl-ethoxy)phenyl]Piperazine-1-carboxylic acid tert-butyl ester C(C)(C)(C)OC(=O)N1CCN(CC1)C1=C(C=C(C=C1)OCCSC)F